FC=1C=C(C=CC1F)NC(=O)C=1C(=C(N2CCCCC12)C(C(=O)N[C@H]1COC[C@@H]1O)=O)C N-(3,4-difluorophenyl)-3-(2-(((3S,4R)-4-hydroxytetrahydrofuran-3-yl)amino)-2-oxoacetyl)-2-methyl-5,6,7,8-tetrahydroindolizine-1-carboxamide